FC=1C=C(OCC=2C(N(C3=CC=CC=C3C2)C)=O)C=C(C1)C1(CCOCC1)OC (3-fluoro-5-[4-methoxy-3,4,5,6-tetrahydro-2H-pyran-4-yl]phenoxy-methyl)-1-methyl-2-quinolone